C(=C)[Si](CCOC)(CCOC)CCOC vinyl-tris(β-methoxyethyl)silane